4-(4-((6-(4-chlorophenyl)spiro[3.5]non-6-en-7-yl)methyl)piperazin-1-yl)-N-((3-nitro-4-(((tetrahydro-2H-pyran-4-yl)methyl)amino)phenyl)sulfonyl)benzamide ClC1=CC=C(C=C1)C=1CC2(CCC2)CCC1CN1CCN(CC1)C1=CC=C(C(=O)NS(=O)(=O)C2=CC(=C(C=C2)NCC2CCOCC2)[N+](=O)[O-])C=C1